((7-(2,3-dihydrobenzo[b][1,4]dioxin-6-sulfonyl)-3,4-dihydroquinolin-1(2H)-yl) sulfonyl) benzoate C(C1=CC=CC=C1)(=O)OS(=O)(=O)N1CCCC2=CC=C(C=C12)S(=O)(=O)C1=CC2=C(OCCO2)C=C1